5-bromo-N-(4-methoxy-3-methylthiophen-2-yl)-2-methylpyrimidin-4-amine BrC=1C(=NC(=NC1)C)NC=1SC=C(C1C)OC